alpha-hydroxy-3-butoxybenzyl cyanide OC(C1=CC(=CC=C1)OCCCC)C#N